FC(OC1=CC=C(C=C1)S(=O)(=O)NC(OC)=O)(F)F methyl ((4-(trifluoromethoxy)phenyl)sulfonyl)carbamate